(±)-cis-3-fluoro-1-(oxetan-3-yl)piperidin-4-yl (8-amino-7-fluoro-6-(8-methyl-2,3-dihydro-1H-pyrido[2,3-b][1,4]oxazin-7-yl)isoquinolin-3-yl)carbamate NC=1C(=C(C=C2C=C(N=CC12)NC(O[C@@H]1[C@@H](CN(CC1)C1COC1)F)=O)C1=C(C2=C(OCCN2)N=C1)C)F |r|